thallium ferric sulfate S(=O)(=O)([O-])[O-].[Fe+3].[Tl+].S(=O)(=O)([O-])[O-]